NC=1C(=NC=C(N1)N1CCC2([C@@H]([C@@H](OC2)C)N)CC1)SC1=CC(=NC=C1)N1CCN(CC1)CC1=CC=C(C=N1)N1C(NC(CC1)=O)=O 1-(6-((4-(4-((3-amino-5-((3S,4S)-4-amino-3-methyl-2-oxa-8-azaspiro[4.5]decane-8-yl)pyrazin-2-yl)thio)pyridin-2-yl)piperazin-1-yl)methyl)pyridin-3-yl)dihydropyrimidine-2,4(1H,3H)-dione